1,2-dithiapentane SSCCC